Magnesium perchlorat Cl(=O)(=O)(=O)[O-].[Mg+2].Cl(=O)(=O)(=O)[O-]